1,1'-(methylenebis(4,1-phenylene))bis(3,3-dimethylurea) C(C1=CC=C(C=C1)NC(=O)N(C)C)C1=CC=C(C=C1)NC(=O)N(C)C